C(C)OC(=O)C1C2CCCC(C12)OC1=CC=C(C=C1)C1=C(C(=NO1)C)COC1OCCCC1.C1(=CC=CC=C1)C=1C=C(C=NC1)C=1C=C(N)C=CC1 3-(5-phenylpyridin-3-yl)aniline (±)-Ethyl-2-(4-(3-methyl-4-(((tetrahydro-2H-pyran-2-yl)oxy)methyl)isoxazol-5-yl)phenoxy)bicyclo[4.1.0]heptane-7-carboxylate